C1(CC1)C(N([S@](=O)C(C)(C)C)CC)C1=CN=C(C2=CC=CC=C12)OC (R)-N-(cyclopropyl-(1-methoxyisoquinolin-4-yl)methyl)-N-ethyl-2-methylpropan-2-sulfinamide